BrC=1C=C(C=O)C=C(C1OC)Br 3,5-dibromo-4-methoxybenzaldehyde